COC=1C=C2C=C(C=C(C2=CC1C)N1[13C](=CC2=CC=CC=C12)C1=CC=CC=C1)C1=CC=CC=C1 N-(6-methoxy-7-methyl-3-phenylnaphthyl)-2-phenyl-indole-13C